C(C)C(C(C1=CC=C(C=C1)O)C1=CC=C(C=C1)O)CCCC 4,4'-(2-ethylhexylidene)diphenol